CN(C=1C(=NS(N1)=O)NCCCN(CCCCCCCC(=O)OC(CCCCCCCC)CCCCCCCC)CCCCCCCC(OC(CC)CCCCCCCC)=O)C Heptadecan-9-yl 8-((3-((4-(dimethylamino)-1-oxido-1,2,5-thiadiazol-3-yl)amino)propyl)(8-oxo-8-(undecan-3-yloxy)octyl)amino)octanoate